2-[6-(fluoromethoxy)-1-oxospiro[3H-isoquinoline-4,1'-cyclopropane]-2-yl]-N-pyrimidin-2-ylacetamide FCOC=1C=C2C(=CC1)C(N(CC21CC1)CC(=O)NC1=NC=CC=N1)=O